5-{[5-(3-Chlorophenyl)-6-methoxypyridin-3-yl]methyl}pyrimidin ClC=1C=C(C=CC1)C=1C=C(C=NC1OC)CC=1C=NC=NC1